N-[(2R)-2-amino-2-(5-chloro-2-hydroxy-4-methylphenyl)ethyl]azetidine-3-carboxamide N[C@@H](CNC(=O)C1CNC1)C1=C(C=C(C(=C1)Cl)C)O